cystine-d4 C([C@@](C(=O)O)(N[2H])[2H])(SSC[C@@H](C(=O)O)N)([2H])[2H]